FC(C=1C=C(C=C(C1)C(F)(F)F)NC(=O)NC(C)CCC1=CC=C(C=C1)O)(F)F 1-(3,5-bis(trifluoromethyl)phenyl)-3-(4-(4-hydroxyphenyl)butan-2-yl)urea